1-cyclobutyl-4-((5-(3-fluorophenyl)isoxazol-3-yl)methyl)-1,4-dihydropyrazine-2,3-dione C1(CCC1)N1C(C(N(C=C1)CC1=NOC(=C1)C1=CC(=CC=C1)F)=O)=O